P(=O)([O-])(O)O.C(C(=O)O)(=O)O.C(C(=O)O)(=O)O.C(C(=O)O)(=O)O.[Li+] lithium tris(oxalate) phosphate salt